P(=O)(OC1CC2=CC=CC=C2C1)(OC1CC2=CC=CC=C2C1)[O-] bis(indan-2-yl) phosphate